CN1N=CN=C1 2-methyl-1,2,4-triazol